C(C)OP(=O)(OCC)CCCCCCCCCCCOC1=C(C(=C(C=C1)OC[C@H](CCCCCC)C)F)F 1-(11-diethoxyphosphorylundecyloxy)-2,3-difluoro-4-[(2S)-2-methyloctyloxy]benzene